BrC=1C=C(C=C2CCCN(C12)C1CN(C2(CCC2)C1)S(=O)(=O)C(C)(C)C)Cl 8-bromo-1-(5-(tert-butylsulfonyl)-5-azaspiro[3.4]octan-7-yl)-6-chloro-1,2,3,4-tetrahydroquinoline